C(CCC)[Sn](C1=C(N2C(S1)=CC=N2)C(=O)OCC)(CCCC)CCCC ethyl 2-(tributylstannyl)pyrazolo[5,1-b]thiazole-3-carboxylate